1-(3-(5-(2-fluoro-6-hydroxyphenyl)-3-((pyridin-2-ylmethyl)amino)-2H-indazol-2-yl)piperidin-1-yl)prop-2-en-1-one FC1=C(C(=CC=C1)O)C1=CC2=C(N(N=C2C=C1)C1CN(CCC1)C(C=C)=O)NCC1=NC=CC=C1